4-Chloro-1-(3-chloro-2,4-difluoro-5-(2-hydroxypropan-2-yl)phenyl)-1-oxobutan-2-yl acetate C(C)(=O)OC(C(=O)C1=C(C(=C(C(=C1)C(C)(C)O)F)Cl)F)CCCl